C(C)N(C(=O)C1CCCCC1)CC N,N-diethylcyclohexaneformamide